NC=1N=C(C=C2C=C(N=CC12)NC=1C=NN(C1)C1CN(CCC1O)C1COC1)C=1C=NC=CC1C 3-(4-(8-amino-6-(4-methylpyridin-3-yl)-2,7-naphthyridin-3-ylamino)-1H-pyrazol-1-yl)-1-(oxetan-3-yl)piperidin-4-ol